2-(5-(4-(aminomethyl)-1-oxo-1,2-dihydro-phthalazin-6-yl)pyridin-3-yl)terephthalonitrile NCC1=NNC(C2=CC=C(C=C12)C=1C=C(C=NC1)C1=C(C#N)C=CC(=C1)C#N)=O